(2R,6S)-2',6'-dimethyl-2-(trifluoromethyl)spiro[4,5-dihydrothieno[2,3-c]pyran-7,4'-piperidine] CC1NC(CC2(C1)OCCC1=C2SC(=C1)C(F)(F)F)C